Tert-butyl-(3-(2,6-difluoropyridin-4-yl)-7-methoxyimidazo[1,2-a]pyridin-6-yl)(imino)-lambda6-sulfane C(C)(C)(C)[SH2](=N)C=1C(=CC=2N(C1)C(=CN2)C2=CC(=NC(=C2)F)F)OC